BrC=1C2=C(C=3C(=NC=NC3C1F)N1[C@H]3CN([C@@H](C1)[C@@H]3F)C(=O)OCC3=CC=CC=C3)COC2 Benzyl (1S,4S,7R)-5-(6-bromo-5-fluoro-7,9-dihydrofuro[3,4-f]quinazolin-1-yl)-7-fluoro-2,5-diazabicyclo[2.2.1]heptane-2-carboxylate